ClC1=CC2=CN(N=C2C=C1)CCO 2-(5-chloro-2H-indazol-2-yl)ethanol